S1C(SCC1)C1=C[N+](=C2N(C1=O)C=CC=C2)CC2=CC=C(C=C2)C 3-(1,3-dithiolan-2-yl)-1-(4-methylbenzyl)-4-oxo-4H-pyrido[1,2-a]pyrimidinium